S(=O)(=O)(O)O.N(CCO)(CCO)CCO triethanolamine Sulfate